(4-bromo-2-methylphenyl)-4-(((6-methoxy-2-(2-methoxyimidazo[2,1-b][1,3,4]thiadiazol-6-yl)benzofuran-4-yl)oxy)methyl)thiazol-2-amine BrC1=CC(=C(C=C1)C1=C(N=C(S1)N)COC1=CC(=CC2=C1C=C(O2)C=2N=C1SC(=NN1C2)OC)OC)C